NC1=C2C(=NC=N1)N(N=C2C2=CC=C(C=C2)OC2=CC=CC=C2)C2CCN(CC2)C2CCC(CC2)=O 4-[4-[4-amino-3-(4-phenoxyphenyl)pyrazolo[3,4-d]pyrimidin-1-yl]-1-piperidinyl]cyclohexanone